ClCCN1CCN(CC1)C1=NN(C(=C1)C(C)C)C1=CC2=C(OC(O2)(F)F)C=C1 1-(2-chloroethyl)-4-[1-(2,2-difluoro-1,3-benzodioxol-5-yl)-5-isopropyl-pyrazol-3-yl]piperazine